C(CC)C(COC)(COC)C(C)C 2-propyl-2-isopropyl-1,3-dimethoxypropane